6-(6-Methoxypyridin-3-yl)-5,7-dimethyl-2-(pyrimidin-2-yl)-2,6-dihydro-1H-pyrrolo[3,4-d]pyridazin-1-one COC1=CC=C(C=N1)N1C(=C2C(N(N=CC2=C1C)C1=NC=CC=N1)=O)C